Methyl (3S)-3-[5-(aminomethyl)triazol-1-yl]-4-(4-hydroxyphenyl)butanoate NCC1=CN=NN1[C@H](CC(=O)OC)CC1=CC=C(C=C1)O